3-bromohexane BrC(CC)CCC